O1N=CC2=C1C=CC=C2 BENZOISOXAZOLE